C(C)(C)C1=C(C=CC=C1)C1N(CCN(C1)C(C)C1=CC=CC=C1)C1CC2(C1)CCN(CC2)C(=O)OC(C)(C)C tert-butyl 2-(2-(2-isopropylphenyl)-4-(1-phenylethyl) piperazin-1-yl)-7-azaspiro[3.5]nonane-7-carboxylate